2-(1-benzyl-6-methyl-2-oxo-1,2-dihydropyridin-4-yl)-4-methoxybenzoic acid methyl ester COC(C1=C(C=C(C=C1)OC)C1=CC(N(C(=C1)C)CC1=CC=CC=C1)=O)=O